2-(3-(4-(((tert-butoxycarbonyl)(2-phenylcyclopropyl)amino)methyl)piperidin-1-yl)propyl)thiazole C(C)(C)(C)OC(=O)N(C1C(C1)C1=CC=CC=C1)CC1CCN(CC1)CCCC=1SC=CN1